3,4-diaminofuran NC1=COC=C1N